N-((R)-1-((1R,9S)-9-ethyl-5-fluoro-9-hydroxy-4-methyl-10,13-dioxo-2,3,9,10,13,15-hexahydro-1H,12H-benzo[de]pyrano[3',4':6,7]indolizino[1,2-b]quinolin-1-yl)-3-hydroxypropyl)acetamide C(C)[C@]1(C(OCC=2C(N3CC=4C(=NC=5C=C(C(=C6C5C4[C@@H](CC6)[C@@H](CCO)NC(C)=O)C)F)C3=CC21)=O)=O)O